N-(2-chloro-4-(3-(dimethylamino)pyrrolidin-1-yl)phenyl)-5-(trifluoromethyl)-4-(trimethylstannyl)pyrimidin-2-amine ClC1=C(C=CC(=C1)N1CC(CC1)N(C)C)NC1=NC=C(C(=N1)[Sn](C)(C)C)C(F)(F)F